[Nb].[Cu].[Mn] manganese copper niobium